BrC=1C(=NC(N(C1)[C@H](C(=O)OC)CC(C)C)=O)C(F)(F)F (S)-methyl 2-(5-bromo-2-oxo-4-(trifluoromethyl) pyrimidin-1(2H)-yl)-4-methylpentanoate